NC1=CC(=C(C=C1)C1C(C1)CNC(OC(C)(C)C)=O)CS(=O)C tert-butyl ((2-(4-amino-2-((methylsulfinyl)methyl)phenyl)cyclopropyl)methyl)carbamate